(2r,3s,4s,5r)-2-(6-amino-2-fluoropurin-9-yl)-5-(hydroxymethyl)oxolane-3,4-diol NC1=C2N=CN(C2=NC(=N1)F)[C@@H]1O[C@@H]([C@H]([C@@H]1O)O)CO